Tert-butyl (R)-3-(2-((7-bromo-6-chloro-4-oxo-3,4-dihydroquinazolin-5-yl)oxy)ethyl)-piperazine-1-carboxylate BrC1=C(C(=C2C(NC=NC2=C1)=O)OCC[C@@H]1CN(CCN1)C(=O)OC(C)(C)C)Cl